N12CCN(C(CC1)CC2)C(=O)N2N=C(C1=C2CCC1)C1=CC=C(C=C1)OC 1,4-diazabicyclo[3.2.2]nonan-4-yl-[3-(4-meth-oxyphenyl)-5,6-dihydro-4H-cyclopenta[c]pyrazol-1-yl]methanone